(R)-5-((((3'-chloro-2'-(2-chloro-3-((3-fluoro-4-((3-methoxyazetidin-1-yl)methyl)pyridin-2-yl)amino)phenyl)-6-methoxy-[2,4'-bipyridin]-5-yl)methyl)amino)methyl)pyrrolidin-2-one ClC=1C(=NC=CC1C1=NC(=C(C=C1)CNC[C@H]1CCC(N1)=O)OC)C1=C(C(=CC=C1)NC1=NC=CC(=C1F)CN1CC(C1)OC)Cl